4,6-dichloro-2-(1,1-difluoroethyl)pyrimidine ClC1=NC(=NC(=C1)Cl)C(C)(F)F